trifluoro-5-nitrobenzimidazolium FC1=C(C=CC=2[N+](=C(NC21)F)F)[N+](=O)[O-]